ClC=1C=C(C#N)C=CC1S(=O)(=O)N1C[C@]([C@H](C1)OC1=CC=C(C=C1)C(F)(F)F)(CO)O 3-chloro-4-(((3R,4S)-3-hydroxy-3-(hydroxymethyl)-4-(4-(trifluoromethyl)phenoxy)pyrrolidin-1-yl)sulfonyl)benzonitrile